BrC1=C2C=NNC(C2=CC=C1)=O 5-bromophthalazin-1-one